3H-imidazole 8-(4-chloro-2-hydroxybenzoamido)octanoic acid salt ClC1=CC(=C(C(=O)NCCCCCCCC(=O)O)C=C1)O.N1=CNC=C1